N-(6-((tert-butyldimethylsilyl)oxy)-1,2,3,4-tetrahydronaphthalen-1-yl)-2-methylpropane-2-sulfinamide [Si](C)(C)(C(C)(C)C)OC=1C=C2CCCC(C2=CC1)NS(=O)C(C)(C)C